2-(1-(4-amino-3-iodo-1H-pyrazolo[3,4-d]pyrimidin-1-yl)ethyl)-3-phenylquinazolin-4(3H)-one NC1=C2C(=NC=N1)N(N=C2I)C(C)C2=NC1=CC=CC=C1C(N2C2=CC=CC=C2)=O